ClC1=C(C=C(C=C1)C1=NC=CC=C1C(=O)N)C1=NC=CC=C1 (4-chloro-3-(pyridin-2-yl)phenyl)pyridine-3-carboxamide